2-(((1s,4s)-4-(((4-fluorophenyl)(phenyl)carbamoyloxy)methyl)cyclohexyl)methoxy)acetic acid FC1=CC=C(C=C1)N(C(=O)OCC1CCC(CC1)COCC(=O)O)C1=CC=CC=C1